pentaerythritol dilaurate C(CCCCCCCCCCC)(=O)OCC(COC(CCCCCCCCCCC)=O)(CO)CO